FC(C(=O)O)(F)F.FC1=C(C=CC(=C1)F)S(=O)(=O)NC=1C(=NC=C(C1)C=1C=C2C(=NC=NC2=C(C1)C(F)(F)F)N1CCNCC1)OC 2,4-difluoro-N-(2-methoxy-5-(4-(piperazin-1-yl)-8-(trifluoromethyl)quinazolin-6-yl)pyridin-3-yl)benzenesulfonamide trifluoroacetate